CC(CC1=NN=CN1C)(C)C=1C=C(C=CC1)NC(=O)C=1C(N(C=C(C1)CN1CCCC1)CC(F)(F)F)=O N-(3-(2-methyl-1-(4-methyl-4H-1,2,4-triazol-3-yl)propan-2-yl)phenyl)-2-oxo-5-(pyrrolidin-1-ylmethyl)-1-(2,2,2-trifluoroethyl)-1,2-dihydropyridine-3-carboxamide